9-decenyl palmitate C(CCCCCCCCCCCCCCC)(=O)OCCCCCCCCC=C